6-Chloro-N-methyl-4-((2-(N-methylmethanesulfonamido)phenyl)amino)nicotinamide ClC1=NC=C(C(=O)NC)C(=C1)NC1=C(C=CC=C1)N(S(=O)(=O)C)C